(2Z)-3-(4-tert-butylphenyl)-3-(2-chloropyridin-4-yl)-1-(morpholin-4-yl)prop-2-en-1-one tert-butyl-3-(4-(2,6-bis(benzyloxy)pyridin-3-yl)-3,5-difluorophenoxy)azetidine-1-carboxylate C(C)(C)(C)OC(=O)N1CC(C1)OC1=CC(=C(C(=C1)F)C=1C(=NC(=CC1)OCC1=CC=CC=C1)OCC1=CC=CC=C1)F.C(C)(C)(C)C1=CC=C(C=C1)/C(=C/C(=O)N1CCOCC1)/C1=CC(=NC=C1)Cl